(E)-1-(3,4-dihydroquinoxalin-1(2H)-yl)-3-(3-methoxy-4-(prop-2-yn-1-yloxy)phenyl)prop-2-en-1-one N1(CCNC2=CC=CC=C12)C(\C=C\C1=CC(=C(C=C1)OCC#C)OC)=O